N2-(((9H-fluoren-9-yl)methoxy)carbonyl)-N6-(tert-butoxycarbonyl)lysyl-glutamic acid C1=CC=CC=2C3=CC=CC=C3C(C12)COC(=O)N[C@@H](CCCCNC(=O)OC(C)(C)C)C(=O)N[C@@H](CCC(=O)O)C(=O)O